1-(tert-butyl) 3-methyl 3-(2-(((S)-2-(benzyloxy)-1-cyclopentyl-2-oxoethyl)amino)ethyl)pyrrolidine-1,3-dicarboxylate C(C1=CC=CC=C1)OC([C@H](C1CCCC1)NCCC1(CN(CC1)C(=O)OC(C)(C)C)C(=O)OC)=O